tin dioxide sodium [Na].[Sn](=O)=O